2-(trifluoromethyl)pyridin-5-amine FC(C1=NC=C(C=C1)N)(F)F